C1(=CC=CC=C1)COC(CC(=O)OP(=O)(C([C@@H](N)C)=O)Cl)C(C)C Phenylmethoxyisopropylpropionyloxy(alaninyl)phosphoryl chloride